tridecyl α-allyloxymethylacrylate C(C=C)OCC(C(=O)OCCCCCCCCCCCCC)=C